acetyl-neuraminic acid C(C)(=O)C1C(C(O)=O)(O)O[C@H]([C@@H]([C@H]1O)N)[C@H](O)[C@H](O)CO